C1(CC1)C1=CC(=CC(=N1)C=1OC2=C(N1)C=C(C=C2)C(=O)OC)C2=C(C=C(C=C2)F)C2=NN=CN2C Methyl 2-{6-cyclopropyl-4-[4-fluoro-2-(4-methyl-1,2,4-triazol-3-yl)phenyl]pyridin-2-yl}-1,3-benzoxazole-5-carboxylate